C1(=CC=CC=C1)[N-]C#CCC1=CC=C(C=C1)C(F)(F)F N-phenyl-3-(4-(trifluoromethyl)phenyl)propynylamide